[2H]C([2H])[2H] methane-d3